methyl-6-(3,5-difluoroanilino)-N-(2,2-dimethylcyclobutyl)-4-methoxy-pyridine-2-carboxamide CC=1C(=NC(=CC1OC)NC1=CC(=CC(=C1)F)F)C(=O)NC1C(CC1)(C)C